5-MERCAPTO-[1,3,4]THIADIAZOL SC1=NN=CS1